N-(1'-(2-(4-(2-methoxyethyl)piperazin-1-yl)-6-methylpyrimidin-4-yl)-1',2'-dihydrospiro[cyclopropane-1,3'-pyrrolo[3,2-c]pyridin]-6'-yl)acetamide COCCN1CCN(CC1)C1=NC(=CC(=N1)N1CC2(C=3C=NC(=CC31)NC(C)=O)CC2)C